N-((R)-1-(3-(difluoromethyl)-2-fluorophenyl)ethyl)-7-((S)-hexahydropyrazino[2,1-c][1,4]oxazin-8(1H)-yl)-4-methylphthalazin-1-amine Formate salt C(=O)O.FC(C=1C(=C(C=CC1)[C@@H](C)NC1=NN=C(C2=CC=C(C=C12)N1C[C@H]2COCCN2CC1)C)F)F